(3S,5S)-2-Piperidinone N1C(CCCC1)=O